ClC=1C=CC(=C(C1)C=1N=C2N(C=CC=C2)C1C=1C=C2C=C(C=NC2=CC1)N1CCNCCC1)F 6-[2-(5-chloro-2-fluoro-phenyl)imidazo[1,2-a]pyridin-3-yl]-3-(1,4-diazepan-1-yl)quinoline